C(#N)C[C@@H]1CCC2=CC=3CCCC3C(=C12)NC(=O)N[S@@](=O)(=N)C=1C=NN2C1OCCC2 (S)-N-(((S)-3-(cyanomethyl)-1,2,3,5,6,7-hexahydro-s-indacen-4-yl)carbamoyl)-6,7-dihydro-5H-pyrazolo[5,1-b][1,3]oxazine-3-sulfonimidamide